({2-fluoro-4-methoxy-5-[(2-methoxy-1,3-benzoxazol-4-yl) methoxy] phenyl} carbamoyl) thiophene-2,3-dicarboxylate S1C(=C(C=C1)C(=O)[O-])C(=O)OC(NC1=C(C=C(C(=C1)OCC1=CC=CC2=C1N=C(O2)OC)OC)F)=O